((3,4,5-trimethoxyphenyl)thio)aniline COC=1C=C(C=C(C1OC)OC)SNC1=CC=CC=C1